(7Z)-11-chloro-1,1-dimethoxy-7-undecyne ClCCCC#CCCCCCC(OC)OC